CC=1N=CSC1C(=O)NCC#C 4-methyl-N-(prop-2-yn-1-yl)thiazole-5-formamide